O.O(Cl)Cl.[Hf+4] hafnium (IV) oxychloride hydrate